7-[(3S)-4-ethyl-3-methylpiperazin-1-yl]-2-(2-methyl-1,3-benzoxazol-6-yl)-4H-quinolizin C(C)N1[C@H](CN(CC1)C1=CN2CC=C(C=C2C=C1)C1=CC2=C(N=C(O2)C)C=C1)C